((1R,3S)-3-((6-cyano-8-(isopropylamino)pyrido[3,4-d]pyrimidin-2-yl)carbamoyl)cyclohexyl)carbamate C(#N)C1=CC2=C(N=C(N=C2)NC(=O)[C@@H]2C[C@@H](CCC2)NC([O-])=O)C(=N1)NC(C)C